2-[2-(2-chloroethoxy)ethoxy]Ethanol dibutoxymethacrylate C(CCC)OC(=C(C(=O)OCCOCCOCCCl)C)OCCCC